2-((3-chlorophenyl)(phenylamino)methyl)cyclohexane-1-one ClC=1C=C(C=CC1)C(C1C(CCCC1)=O)NC1=CC=CC=C1